3-(ethylsulfonyl)benzoic acid C(C)S(=O)(=O)C=1C=C(C(=O)O)C=CC1